N1-(2-(dimethylamino)ethyl)-N1-ethyl-N4-(4-(7-fluoro-1-methyl-1H-indol-3-yl)-5-(trifluoromethyl)pyrimidin-2-yl)benzene-1,2,4-triamine CN(CCN(C=1C(=CC(=CC1)NC1=NC=C(C(=N1)C1=CN(C2=C(C=CC=C12)F)C)C(F)(F)F)N)CC)C